(3R,4S,5R)-4-(benzyloxy)-5-(benzyloxymethyl)-5-vinyl-tetrahydrofuran-2,3-diyl diacetate C(C)(=O)OC1O[C@]([C@H]([C@H]1OC(C)=O)OCC1=CC=CC=C1)(C=C)COCC1=CC=CC=C1